4-ethyl-8,12-dimethyltrideca-3,7,11-trienenitrile C(C)C(=CCC#N)CCC=C(CCC=C(C)C)C